(R)-1-(5-(6-chloro-7-fluoro-3-(1H-imidazol-1-yl)-5-methoxy-1-methyl-1H-indol-2-yl)-4H-1,2,4-triazol-3-yl)-2-methoxyethanol ClC1=C(C=C2C(=C(N(C2=C1F)C)C=1NC(=NN1)[C@H](COC)O)N1C=NC=C1)OC